(2S,3R)-2-amino-3-methyl-pentanoic acid methyl ester COC([C@H]([C@@H](CC)C)N)=O